BrC1=C(C=C2C(=NC(=NC2=C1F)OC[C@H](C)OC)N1[C@@H]2CN([C@H](C1)C2)C(=O)OC(C)(C)C)C2CC2 tert-butyl (1S,4S)-5-(7-bromo-6-cyclopropyl-8-fluoro-2-((S)-2-methoxypropoxy)quinazolin-4-yl)-2,5-diazabicyclo[2.2.1]heptane-2-carboxylate